3,5,4'-tribromosalicylanilide BrC1=C(C(C(=O)NC2=CC=C(C=C2)Br)=CC(=C1)Br)O